(2S,4R)-2-((4H-1,2,4-triazol-4-yl)methyl)-4-azidopyrrolidine-1-carboxylic acid tert-butyl ester C(C)(C)(C)OC(=O)N1[C@@H](C[C@H](C1)N=[N+]=[N-])CN1C=NN=C1